N-(1-methyl-4-piperidyl)-7-morpholino-5-[4-(m-tolyl)pyrazol-1-yl]pyrazolo[1,5-a]pyrimidine-2-carboxamide CN1CCC(CC1)NC(=O)C1=NN2C(N=C(C=C2N2CCOCC2)N2N=CC(=C2)C=2C=C(C=CC2)C)=C1